FC=1C(=CC(=C(C1)NC=1N=CC2=C(N1)N(C=C2)C[C@@H]2OCCC2)OC)N2CCN(CC2)C (R)-N-(5-fluoro-2-methoxy-4-(4-methylpiperazin-1-yl)phenyl)-7-((tetrahydrofuran-2-yl)methyl)-7H-pyrrolo[2,3-d]pyrimidin-2-amine